FC(C1=NC=C(C(=C1)C)[N+](=O)[O-])F 2-(difluoromethyl)-4-methyl-5-nitropyridine